dimethyl-isobutyl-silyl chloride C[Si](CC(C)C)(C)Cl